1,1'-biimidazole N1(C=NC=C1)N1C=NC=C1